4-methoxy-6-(5-(1-methyl-1,2,3,6-tetrahydropyridin-4-yl)-1H-pyrrolo[2,3-b]pyridin-3-yl)quinazoline COC1=NC=NC2=CC=C(C=C12)C1=CNC2=NC=C(C=C21)C=2CCN(CC2)C